N-(6-chloro-4-methoxypyridin-3-yl)-1-(3-hydroxypropanoyl)-3-(2-isopropylphenyl)azetidine-3-carboxamide ClC1=CC(=C(C=N1)NC(=O)C1(CN(C1)C(CCO)=O)C1=C(C=CC=C1)C(C)C)OC